COC1=C(C=C(C=C1C1=NC=CC=N1)CCO)[N+](=O)[O-] 2-(4-methoxy-3-nitro-5-(pyrimidin-2-yl)phenyl)ethanol